benzoxazole-4-carboxamide O1C=NC=2C1=CC=CC2C(=O)N